2'-O-methyladenosine phosphorothioate P(O)(O)(=S)OC[C@@H]1[C@H]([C@H]([C@@H](O1)N1C=NC=2C(N)=NC=NC12)OC)O